COC1=NC=C(C=N1)S(=O)C1=CC=C(C(=O)OC)C=C1 methyl 4-(2-methoxypyrimidin-5-yl)sulfinylbenzoate